tri(hydroxyphenyl)ethane 2-Octyldecyl-((((2R,3S,5R)-5-(6-amino-2-fluoro-9H-purin-9-yl)-2-ethynyl-3-hydroxytetrahydrofuran-2-yl)methoxy)(phenoxy)phosphoryl)-L-phenylalaninate C(CCCCCCC)C(CN([C@@H](CC1=CC=CC=C1)C(=O)O)P(=O)(OC1=CC=CC=C1)OC[C@]1(O[C@H](C[C@@H]1O)N1C2=NC(=NC(=C2N=C1)N)F)C#C)CCCCCCCC.OC1=C(C=CC=C1)C(C)(C1=C(C=CC=C1)O)C1=C(C=CC=C1)O